FC(CN[C@H]1CCCN2C(CCOC=3C=CC=CC3C3CCC(OC[C@@H]12)CC3)=O)(F)F |o1:4,25| Rel-(1s,16S,17R,20s)-16-[(2,2,2-trifluoroethyl)amino]-8,19-dioxa-12-azatetracyclo[18.2.2.02,7.012,17]tetracosa-2(7),3,5-trien-11-one